lithium aluminum titanium (germanium) phosphate P(=O)([O-])([O-])[O-].[Ge+2].[Ti+4].[Al+3].[Li+]